BrC1=NN(C=N1)/C=C(/C(=O)N)\C=1C=NC=NC1 (2E)-3-(3-bromo-1,2,4-triazol-1-yl)-2-(Pyrimidin-5-yl)prop-2-enamide